(3S,4S)-1-(4-((3R*,4R*)-3-hydroxy-4-(tetradecylcarbamoyl)pyrrolidine-1-carbonyl)benzoyl)-N3,N4-bis((1S,2R)-2-phenylcyclopropyl)pyrrolidine-3,4-dicarboxamide O[C@H]1CN(C[C@H]1C(NCCCCCCCCCCCCCC)=O)C(=O)C1=CC=C(C(=O)N2C[C@H]([C@@H](C2)C(=O)N[C@@H]2[C@H](C2)C2=CC=CC=C2)C(=O)N[C@@H]2[C@H](C2)C2=CC=CC=C2)C=C1 |o1:1,5|